C(C)N([N+](=NOCOC(CNC(OCC1C2=CC=CC=C2C=2C=CC=CC12)=O)=O)[O-])CC 12-ethyl-1-(9H-fluoren-9-yl)-3,6-dioxo-2,7,9-trioxa-4,10,11,12-tetraazatetradec-10-ene 11-oxide